3-(3-(4-((4-fluorophenyl)carbamoyl)phenoxy)azetidin-1-yl)-2-(1H-pyrrol-1-yl)benzoic acid FC1=CC=C(C=C1)NC(=O)C1=CC=C(OC2CN(C2)C=2C(=C(C(=O)O)C=CC2)N2C=CC=C2)C=C1